ClC=1C=CC=C2C(CC(OC12)(C)C)NC(=O)[C@H]1[C@@H](C1)[C@H](N1C(NC(CC1=O)(C)C)=[NH2+])C=1C=NC=CC1 [1-[(S)-[(1R,2R)-2-[(8-chloro-2,2-dimethyl-chroman-4-yl)carbamoyl]cyclopropyl]-(3-pyridyl)methyl]-4,4-dimethyl-6-oxo-hexahydropyrimidin-2-ylidene]ammonium